C(C1=CC=CC=C1)OC=1C(=CC(=C(C1)CC(=O)NC1=CC(=NC=C1)C(=O)NC1(CC1)C(F)(F)F)F)C=1CCOCC1 4-[[2-[5-Benzyloxy-4-(3,6-dihydro-2H-pyran-4-yl)-2-fluoro-phenyl]acetyl]amino]-N-[1-(trifluoromethyl)cyclopropyl]pyridine-2-carboxamide